OCC1=C(C(=CC=C1)CO)O 1,3-bis(hydroxymethyl)-2-hydroxybenzene